C(C)(C)(C)OC(=O)N1CCN(CC1)C1=CC=C(C=2C=CN=NC12)C(=O)OC methyl 8-[4-(tert-butoxycarbonyl)piperazin-1-yl]cinnoline-5-carboxylate